C1(CC1)C1=CC=C(C=N1)S(=O)(=O)N 6-cyclopropylpyridine-3-sulfonamide